CN(C(=O)C=1C=NN2C1CN(CC2)C(=O)OC(C)(C)C)C2(CC2)C2=C(C(=O)O)C=CC=C2 2-(l-N-methyl-5-[(tert-butoxy)carbonyl]-4H,5H,6H,7H-pyrazolo[1,5-a]pyrazine-3-amidocyclopropyl)benzoic acid